O1C(CCCC1)OCC12CCC(C1)C2 4-(((tetrahydro-2H-pyran-2-yl)oxy)methyl)bicyclo[2.1.1]hexane